CO[Si](O)(O)O Methylsilicic Acid